(S)-6-(bis(4-fluorophenyl)methyl)-11-hydroxy-10-oxo-5,6-dihydro-10H-imidazo[2',1':3,4]pyrazino[1,2-b]pyridazine-3-carbonitrile FC1=CC=C(C=C1)C([C@H]1CN2C(C=3N1N=CC(C3O)=O)=NC=C2C#N)C2=CC=C(C=C2)F